BrCCCCCCOC1=CC=C(C=C1)CC#N 2-(4-((6-bromohexyl)oxy)phenyl)acetonitrile